ClC=1C=C(C=CC1C(F)(F)F)NC(=O)N1[C@@H]2CC[C@H]1\C(\C=1N=C(N=CC12)O)=N/O (5R,8S,E)-N-(3-chloro-4-(trifluoromethyl)phenyl)-2-hydroxy-9-(hydroxyimino)-6,7,8,9-tetrahydro-5H-5,8-epiminocyclohepta[d]pyrimidine-10-carboxamide